Cl.FC1=CC=C(C=N1)OCCCN1CCN(CC1)C1=C2C=CNC2=CC=C1 4-(4-(3-((6-fluoropyridin-3-yl)oxy)propyl)piperazin-1-yl)-1H-indole hydrochloride